2-methyl-1,2,3,4-tetrahydroquinoline-1-carboxylic acid methyl ester COC(=O)N1C(CCC2=CC=CC=C12)C